3-(2-aminopyrimidin-5-yl)-8-(dimethylamino)-8-phenyl-1,3-diazaspiro[4.5]decan-2-one NC1=NC=C(C=N1)N1C(NC2(C1)CCC(CC2)(C2=CC=CC=C2)N(C)C)=O